N-[4-(6-Amino-5-chloro-pyrimidin-4-yl)oxy-3-fluoro-phenyl]-1-(5-methyl-2-pyridyl)-5-(trifluoromethyl)pyrazole-4-Carboxamide NC1=C(C(=NC=N1)OC1=C(C=C(C=C1)NC(=O)C=1C=NN(C1C(F)(F)F)C1=NC=C(C=C1)C)F)Cl